N-propyl-naphthylamine C(CC)NC1=CC=CC2=CC=CC=C12